C(C)O/C=C/C1=C(N=CS1)NC(OC(C)(C)C)=O tert-butyl N-{5-[(E)-2-ethoxyethenyl]-1,3-thiazol-4-yl}carbamate